(Z)-pent-2-en-1-yl 8-bromooctanoate BrCCCCCCCC(=O)OC\C=C/CC